The molecule is an acyl-CoA(4-) arising from deprotonation of the phosphate and diphosphate functions of 2-hydroxytetracosanoyl-CoA. It is a fatty acyl-CoA(4-) and an 11,12-saturated fatty acyl-CoA(4-). It is a conjugate base of a 2-hydroxytetracosanoyl-CoA. CCCCCCCCCCCCCCCCCCCCCCC(C(=O)SCCNC(=O)CCNC(=O)[C@@H](C(C)(C)COP(=O)([O-])OP(=O)([O-])OC[C@@H]1[C@H]([C@H]([C@@H](O1)N2C=NC3=C(N=CN=C32)N)O)OP(=O)([O-])[O-])O)O